O1[C@@H](COC2=NC=CC=C21)CN2N=C1C3=C(CCC1=C2)OC(=C3C)C(=O)O |r| 2-{[(2R/S)-2,3-dihydro[1,4]dioxino[2,3-b]pyridin-2-yl]methyl}-8-methyl-4,5-dihydro-2H-furo[2,3-g]indazole-7-carboxylic acid